N-((S)-5-((1R,2S)-2-(4-fluorophenyl)cyclopropylamino)-1-(4-(methylsulfonyl)piperazin-1-yl)-1-oxopentan-2-yl)-4-(1H-pyrazol-1-yl)benzamide FC1=CC=C(C=C1)[C@H]1[C@@H](C1)NCCC[C@@H](C(=O)N1CCN(CC1)S(=O)(=O)C)NC(C1=CC=C(C=C1)N1N=CC=C1)=O